[7-[[6-methyl-4-(methylamino)-2-pyridyl]amino]-2,3-dihydro-1,4-benzodioxin-5-yl]trifluoromethanesulfonate CC1=CC(=CC(=N1)NC=1C=C(C2=C(OCCO2)C1)OS(=O)(=O)C(F)(F)F)NC